Ethyl (-)-L-Lactat C([C@@H](O)C)(=O)OCC